CC1CCC(N(C1)C(C(=O)OCC(F)(F)F)=O)C1=CC(=CC=C1)C(F)(F)F 2,2,2-trifluoroethyl 2-[5-methyl-2-[3-(trifluoromethyl)phenyl]-1-piperidyl]-2-oxo-acetate